N-(cyanomethyl)-4-(2-(pyrimidin-4-ylmethyl)-2H-tetrazol-5-yl)benzenesulfonamide C(#N)CNS(=O)(=O)C1=CC=C(C=C1)C=1N=NN(N1)CC1=NC=NC=C1